N-(2-([1,4'-Bipiperidin]-1'-yl)-5-(3'-methyl-2'-oxo-2',3'-dihydrospiro[cyclopropane-1,1'-pyrrolo[2,3-c]quinolin]-8'-yl)pyridin-3-yl)benzenesulfonamide methanesulfonate CS(=O)(=O)O.N1(CCCCC1)C1CCN(CC1)C1=NC=C(C=C1NS(=O)(=O)C1=CC=CC=C1)C1=CC=2C3=C(C=NC2C=C1)N(C(C31CC1)=O)C